O=C1C[C@H](N1)C(=O)O (S)-4-oxoazetidine-2-carboxylic acid